CS(=O)(=O)C=1C=C(C=C(C1)B1OC(C(O1)(C)C)(C)C)NC(C)=O N-(3-(methylsulfonyl)-5-(4,4,5,5-tetramethyl-1,3,2-dioxaborolan-2-yl)phenyl)acetamide